1-((3-(5-(2-(2H-1,2,3-triazol-2-yl)acetyl)-2-isopropoxyphenyl)-4-oxo-3,4-dihydroquinazolin-2-yl)methyl)-N-(1-(4-chlorophenyl)ethyl)piperidine-4-carboxamide N=1N(N=CC1)CC(=O)C=1C=CC(=C(C1)N1C(=NC2=CC=CC=C2C1=O)CN1CCC(CC1)C(=O)NC(C)C1=CC=C(C=C1)Cl)OC(C)C